COC1=CC=C(COCC=2C3=C(N=C(N2)NC)N(C=C3)S(=O)(=O)C3=CC=C(C)C=C3)C=C1 4-(((4-Methoxybenzyl)oxy)methyl)-N-methyl-7-tosyl-7H-pyrrolo[2,3-d]pyrimidin-2-amine